OC(C(=O)O)CC\C=C/C\C=C/C\C=C/C\C=C/CCCCC α-hydroxyarachidonic acid